ethyl 3-[1-[4-(benzyloxy)butyl]-4-methyl-1H-benzotriazol-5-yl]-3-[3-chloro-5-(hydroxymethyl)-4-methoxyphenyl]propanoate C(C1=CC=CC=C1)OCCCCN1N=NC2=C1C=CC(=C2C)C(CC(=O)OCC)C2=CC(=C(C(=C2)CO)OC)Cl